N1(C=NC=C1)CC=1N=C(SC1)N(CC1=CC(=CC=C1)OC)CC1=CC(=CC=C1)OC 4-((1H-imidazol-1-yl)methyl)-N,N-bis(3-methoxybenzyl)thiazol-2-amine